C(C)(=O)C1=C(C(=C(OCC(COC2=C(C3=C(C(C=C(O3)C(=O)O)=O)C=C2)CCC)O)C=C1)CCC)O 7-[3-(4-acetyl-3-hydroxy-2-propylphenoxy)-2-hydroxypropoxy]-4-oxo-8-propyl-4H-1-benzopyran-2-carboxylic acid